ClC1=C(C=CC(=C1)F)C1=CC(OC2=CC(=CC=C12)O[C@@H](C(=O)N1C[C@H](NCC1)C(=O)OC)C)=O methyl (2S)-4-[(2R)-2-[4-(2-chloro-4-fluoro-phenyl)-2-oxo-chromen-7-yl]oxypropanoyl]piperazine-2-carboxylate